N-[3-(dimethylamino)-2,2-dimethylpropyl]-N-methyl-4,5,6,7,8,9-hexahydrocycloocta[b]thiophene-2-carboxamide CN(CC(CN(C(=O)C1=CC2=C(S1)CCCCCC2)C)(C)C)C